ClC=1C(=C2C(N(CN(C2=CC1)C1=C(C=C(C=C1)F)C)C=1C(=NC(=CC1)OC)C)=O)C 6-chloro-1-(4-fluoro-2-methylphenyl)-3-(6-methoxy-2-methylpyridin-3-yl)-5-methyl-2,3-dihydroquinazolin-4(1H)-one